(2S,4S)-4-fluoro-1-[2-[(3R)-3-[(6-fluoro-5-quinolyl)amino]pyrrolidin-1-yl]acetyl]pyrrolidine-2-carbonitrile F[C@H]1C[C@H](N(C1)C(CN1C[C@@H](CC1)NC1=C2C=CC=NC2=CC=C1F)=O)C#N